ClC=1C(=CC=C2N=CC(=NC12)C=1C=NN(C1)C1CNCCC1)OC=1C=CC2=C(NC(=N2)C)C1 8-chloro-7-((2-methyl-1H-benzo[d]imidazol-6-yl)oxy)-2-(1-(piperidin-3-yl)-1H-pyrazol-4-yl)quinoxaline